[Ru+2].CC1=C(C(=C(C1OS(=O)(=O)C(F)(F)F)C)C)C tetramethylcyclopentadienyl-trifluoromethanesulphonic acid ruthenium (II)